3-(1-oxo-5-((2-(3-(pyridin-4-yl)azetidin-1-yl)cyclohexyl)-oxy)isoindolin-2-yl)piperidine-2,6-dione O=C1N(CC2=CC(=CC=C12)OC1C(CCCC1)N1CC(C1)C1=CC=NC=C1)C1C(NC(CC1)=O)=O